C(C)OC1=C(C=C(C=C1)C)N1/C(/SCC1=O)=N/C(=O)NC1=C(C=C(C=C1)C1=NN(C=N1)C1=CC=C(C=C1)SC(F)(F)F)F (Z)-1-(3-(2-ethoxy-5-methylphenyl)-4-oxothiazolidin-2-ylidene)-3-(2-fluoro-4-(1-(4-((trifluoromethyl)thio)phenyl)-1H-1,2,4-triazol-3-yl)phenyl)urea